NC1=NN=NN1C 5-amino-1-methyltetrazole